2-(4-methyl-1-(2,2,2-trifluoroethyl)piperidin-4-yl)phenol CC1(CCN(CC1)CC(F)(F)F)C1=C(C=CC=C1)O